C(C1=CC=CC=C1)(C1=CC=CC=C1)(C1=CC=CC=C1)NS(=O)(=N)C=1C=NN2C1N(CCC2)C(=O)OC(C)(C)C tert-butyl 3-(N-tritylsulfamimidoyl)-6,7-dihydropyrazolo[1,5-a]pyrimidine-4(5H)-carboxylate